OCCCCCCCCCC(=O)OC 10-hydroxy-1-decanoic acid, methyl ester